lithium tris(trifluoromethanesulfonyl)methide [C-](S(=O)(=O)C(F)(F)F)(S(=O)(=O)C(F)(F)F)S(=O)(=O)C(F)(F)F.[Li+]